2-hydroxy-2,3-dimethylbutyric acid OC(C(=O)O)(C(C)C)C